tert-butyl (3aS,6aR)-5-[(3-chloropyridine-2-carbonyl)amino]-5-methyl-1,3,3a,4,6,6a-hexahydrocyclopenta[c]pyrrole-2-carboxylate ClC=1C(=NC=CC1)C(=O)NC1(C[C@H]2[C@H](CN(C2)C(=O)OC(C)(C)C)C1)C